The molecule is a dolichol phosphate. It has a role as a human metabolite and a mouse metabolite. It is a conjugate acid of a dolichyl diphosphate(3-). CC(CC/C=C(/C)\\CC/C=C(\\C)/CC/C=C(\\C)/CCC=C(C)C)CCOP(=O)(O)OP(=O)(O)O